ClC1(C(=CC=CC1NC(=O)C=1C(N(C(N(C1)C)=O)C)=O)C1=CC(=CC=C1)C1=NC(=C(C=C1)CN1CCC(CC1)O)OC)C N-(2-Chloro-3'-(5-((4-hydroxypiperidin-1-yl)methyl)-6-methoxypyridin-2-yl)-2-methyl-[1,1'-biphenyl]-3-yl)-1,3-dimethyl-2,4-dioxo-1,2,3,4-tetrahydropyrimidine-5-carboxamide